FC1S(=O)(=O)C(C(C1(C)F)F)F 2,3,4,5-tetrafluoro-3-methylsulfolane